BrC1=CC=2C(C3=CC(=CC=C3N(C2C=C1)C1=C2N=CC=NC2=C(C=C1)N1C=2C=CC(=CC2C(C2=CC(=CC=C12)Br)(C)C)Br)Br)(C)C 5,8-bis(2,7-dibromo-9,9-dimethylacridine-10(9H)-yl)quinoxaline